2-(2-chlorophenyl)-7-(pyrimidin-5-yl)-5,7-diazaspiro[3.4]octane-6,8-dione ClC1=C(C=CC=C1)C1CC2(C1)NC(N(C2=O)C=2C=NC=NC2)=O